C(C)(=O)N1CCN(CC1)C1=C(C(=NC(=C1F)F)NCC(=O)N[C@@H]1C(N(C2=C(C(=N1)C1=CC=CC=C1)C=CC=C2)CC2=CC=C(C=C2)OC)=O)F 2-[[4-(4-acetylpiperazin-1-yl)-3,5,6-trifluoropyridin-2-yl]amino]-N-[(3S)-1-[(4-methoxyphenyl)methyl]-2-oxo-5-phenyl-3H-1,4-benzodiazepin-3-yl]acetamide